2-(2,3,3-triiodo-2-propenyl)-2H-tetrazole IC(CN1N=CN=N1)=C(I)I